N-(2-((3R,4S)-3-fluorotetrahydro-2H-pyran-4-yl)-6-morpholino-1-oxoisoindolin-5-yl)pyrazolo[1,5-a]pyrimidine-3-carboxamide F[C@H]1COCC[C@@H]1N1C(C2=CC(=C(C=C2C1)NC(=O)C=1C=NN2C1N=CC=C2)N2CCOCC2)=O